3-(3,5-dimethoxybenzylidene)-5-(2-fluorobenzenesulfonyl)-N-(4-fluorobenzenesulfonyl)-4-piperidone COC=1C=C(C=C2CN(CC(C2=O)S(=O)(=O)C2=C(C=CC=C2)F)S(=O)(=O)C2=CC=C(C=C2)F)C=C(C1)OC